[In].[Ga].CC1=CN=C(S1)C=1C=C(C(=O)N[C@H](C)C=2C=NC(=NC2)C(F)(F)F)C=C(C1)O[C@H]1COCC1 3-(5-methyl-1,3-thiazol-2-yl)-5-[(3R)-tetrahydrofurane-3-yloxy]-N-{(1R)-1-[2-(trifluoromethyl)pyrimidin-5-yl]ethyl}benzamide Gallium Indium